tert-butyl 2-(2-(4-((tert-butyldimethylsilyl)oxy)-2-methylbutan-2-yl)-3-((diisopropoxyphosphoryl)oxy)-5-methylphenyl)acetate [Si](C)(C)(C(C)(C)C)OCCC(C)(C)C1=C(C=C(C=C1OP(=O)(OC(C)C)OC(C)C)C)CC(=O)OC(C)(C)C